N-[(2R)-1,4-Dioxan-2-ylmethyl]-8-methyl-2-[(6-methylpyridin-3-yl)methyl]-4,5-dihydro-2H-furo[2,3-g]indazol-7-carboxamid O1[C@@H](COCC1)CNC(=O)C1=C(C2=C(CCC3=CN(N=C23)CC=2C=NC(=CC2)C)O1)C